[N+](=O)([O-])S nitrosulfan